5-(4-((1-(4-(5,7-dimethoxy-4-oxo-3,4-dihydroquinazolin-2-yl)phenyl)piperidin-4-yl)methyl)piperazin-1-yl)-2-(2,6-dioxopiperidin-3-yl)-6-fluoroisoindoline-1,3-dione COC1=C2C(NC(=NC2=CC(=C1)OC)C1=CC=C(C=C1)N1CCC(CC1)CN1CCN(CC1)C=1C=C2C(N(C(C2=CC1F)=O)C1C(NC(CC1)=O)=O)=O)=O